2'-((nitrilotris(benzene-4,1-diyl))tri(acetylene-2,1-diyl))tri(propan-2-ol) N(C1=CC=C(C=C1)C#CCC(C)O)(C1=CC=C(C=C1)C#CCC(C)O)C1=CC=C(C=C1)C#CCC(C)O